12-amino-8-isopropyl-3-methoxy-7,8-dihydrobenzo[c]pyrimido[5',4':4,5]pyrrolo[3,2-e]azepin-5(6H)-one NC1=NC=NC2=C1C=1C3=C(C(NCC1N2C(C)C)=O)C=C(C=C3)OC